1-(5-(aminomethyl)thiophen-2-yl)-2-((2-methylpyrido[3,2-d]pyrimidin-4-yl)thio)ethan-1-one hydrochloride Cl.NCC1=CC=C(S1)C(CSC=1C2=C(N=C(N1)C)C=CC=N2)=O